N-(4-((4-Bromo-3-fluorophenyl)sulfonamido)benzyl)-2-chloroacetamide BrC1=C(C=C(C=C1)S(=O)(=O)NC1=CC=C(CNC(CCl)=O)C=C1)F